N-[4-(methoxymethoxy)phenyl]acetamide COCOC1=CC=C(C=C1)NC(C)=O